C(C)OC1=C(C2=CC=CC=C2C=C1)O ethoxy-alpha-naphthol